FC1=C(C=C(C(=C1)C(F)(F)F)F)C1(CC1)C(=O)NC1CN(CCC(C1)C)C1=NN=NN1 1-(2,5-difluoro-4-(trifluoromethyl)phenyl)-N-(5-methyl-1-(1H-tetrazol-5-yl)azepan-3-yl)cyclopropane-1-carboxamide